4-(cyclohexylamino)butanesulfonic acid C1(CCCCC1)NCCCCS(=O)(=O)O